O[C@H]1[C@]2(O[C@@H]([C@@H]([C@@H]1OCC=1C(OC3=CC=C(C(=C3C1)F)F)=O)O)CO)OC1=CC=C(C=C1CC2)OC 3-((((2R,3'R,4'S,5'S,6'R)-3',5'-dihydroxy-6'-(hydroxymethyl)-6-methoxy-3',4',5',6'-tetrahydrospiro[chroman-2,2'-pyran]-4'-yl)oxy)methyl)-5,6-difluoro-2H-chromen-2-one